O=C1CC[C@H](N1)C(=O)NC[C@H]1OC2=CC(=CC=C2C=2NC3=C(C=C(C=C3C21)F)F)F |o1:10| (2S)-5-oxo-N-{[(6S*)-3,8,10-trifluoro-6H,11H-chromeno[4,3-b]indol-6-yl]methyl}pyrrolidine-2-carboxamide